(6S)-5-(3-fluoro-4-morpholinophenyl)-6-methyl-3,6-dihydro-2H-1,3,4-oxadiazin-2-one FC=1C=C(C=CC1N1CCOCC1)C1=NNC(O[C@H]1C)=O